FCC(C(C(C(C(C(C(C(C(C(C(O)(F)F)(F)F)(F)F)(F)F)(F)F)(F)F)(F)F)(F)F)(F)F)(F)F)(F)F Tricosafluoro-1-dodecanol